NC1=C(C(N(N=C1Br)CC1=CC=CC=C1)=O)Cl 5-amino-2-benzyl-6-bromo-4-chloropyridazin-3(2H)-one